2-acetoxy-2-(3-fluorophenyl)acetic Acid C(C)(=O)OC(C(=O)O)C1=CC(=CC=C1)F